NC1=NC(N(C=C1)[C@@H]1OC[C@@H]([C@H]1O)OC(C1=CC=CC=C1)(C1=CC=C(C=C1)OC)C1=CC=C(C=C1)OC)=O 4-amino-1-((2r,3r,4s)-4-(bis(4-methoxyphenyl)(phenyl)methoxy)-3-hydroxytetrahydrofuran-2-yl)pyrimidin-2(1H)-one